2-{2-[(1H-1,3-Benzodiazol-2-ylmethyl)amino]ethyl}-N-{[2-(trifluoromethoxy)phenyl]methyl}-1,3-thiazole-4-carboxamide N1C(=NC2=C1C=CC=C2)CNCCC=2SC=C(N2)C(=O)NCC2=C(C=CC=C2)OC(F)(F)F